BrC1=CC=C(S1)CN1C(NN=C1)=O 4-[(5-bromothiophen-2-yl)methyl]-2,4-dihydro-3H-1,2,4-triazol-3-one